Pentamethylcyclopentadienyl-(1-n-butyl-6,6-dimethyl-1,5,6,7-tetrahydro-s-indacenyl)hafnium CC1=C(C(=C(C1([Hf]C1(C=CC2=CC=3CC(CC3C=C12)(C)C)CCCC)C)C)C)C